CN1N=CC=2C=3N=C(C=C(C(N=C4NC=5C=CC(=CC5N4CCOC4CN(C12)C4)C=O)=O)C3)C 5,26-dimethyl-23-oxo-10-oxa-4,5,7,13,20,22,27-heptazahexacyclo[22.3.1.17,9.02,6.013,21.014,19]nonacosa-1(28),2(6),3,14(19),15,17,21,24,26-nonaene-16-carbaldehyde